CN([C@H](CNC(=O)N1CC2=CC=CC=C2CC1)CC1=CC(=C(C=C1)C(NC)=O)F)C (S)-N-(2-(dimethylamino)-3-(3-fluoro-4-(methylcarbamoyl)phenyl)propyl)-3,4-dihydroisoquinoline-2(1H)-carboxamide